3-(4-(2-hydroxyethyl)piperazin-1-yl)-6-((3-methoxy-4-((4-methoxybenzyl)oxy)phenyl)amino)quinoxaline-5-carbonitrile OCCN1CCN(CC1)C=1C=NC=2C=CC(=C(C2N1)C#N)NC1=CC(=C(C=C1)OCC1=CC=C(C=C1)OC)OC